NC1=NC(=NN1)N1CCC(CC1)(C1=CC=CC=C1)CNC1=CC(=NC=2N1N=C(C2)C(F)(F)F)C(F)F N-((1-(5-amino-1H-1,2,4-triazol-3-yl)-4-phenylpiperidin-4-yl)methyl)-5-(difluoromethyl)-2-(trifluoromethyl)pyrazolo[1,5-a]pyrimidin-7-amine